(E)-N-(2-bromo-5-fluorobenzyl)-1,1-dimethoxypropane-2-imine BrC1=C(C/N=C(/C(OC)OC)\C)C=C(C=C1)F